ClC1=C(C=CC(=C1)Cl)\C=1\CCCC2=C(/C1/C1=CC=C(C=C1)O[C@@H]1CN(CC1)CC=CC(=O)N(C)C)C=CC(=C2)C(=O)O (S,E)-8-(2,4-dichlorophenyl)-9-(4-((1-(4-(dimethylamino)-4-oxobut-2-en-1-yl)pyrrolidin-3-yl)oxy)phenyl)-6,7-dihydro-5H-benzo[7]annulene-3-carboxylic acid